CC(C([2H])([2H])C1=CC(=NC=C1C([2H])([2H])[2H])C=1C2=C3C=CC=4OC5=C(C4C3=C3C=CC=CC3=C2C=CC1)C=CC=C5)(C)C 4-(2,2-dimethylpropyl-1,1-d2)-5-(methyl-d3)-2-(triphenyleno[2,1-b]benzofuran-8-yl)pyridine